ClC=1C=C(C(=O)Cl)C=C(C1)S(=O)(=O)C 3-chloro-5-(methylsulfonyl)benzoyl chloride